C(C)(=O)C1=CC=C(C(=C1C#N)Br)OC1=CC(=CC(=C1)F)Cl 6-acetyl-2-bromo-3-(3-chloro-5-fluoro-phenoxy)benzonitrile